4-chloro-N-(methoxymethyl)-N-[5-methyl-2-(3-nitrophenoxy)pyridin-3-yl]-3-(trifluoromethyl)benzene-1-sulfonamide ClC1=C(C=C(C=C1)S(=O)(=O)N(C=1C(=NC=C(C1)C)OC1=CC(=CC=C1)[N+](=O)[O-])COC)C(F)(F)F